C(C\C=C/CC)OC(C1=CC=CC=C1)=O Benzoic acid cis-3-hexenyl ester